C(C)(C)(C)OC(=O)NCC=1OC2=C(C1)C=C(C=C2C(=O)OC(C(F)(F)F)C)C 1,1,1-Trifluoropropan-2-yl 2-(((tert-butoxycarbonyl)amino)methyl)-5-methylbenzofuran-7-carboxylate